C(C)C1(CCC=2NC3=CC=CC=C3C2C1)CO (3-ethyl-2,3,4,9-tetrahydro-1H-carbazole-3-yl)methanol